CN(C1COC2(C1)CCN(CC2)S(=O)(=O)C=2C=C(C=CC2)C)C N,N-dimethyl-8-(m-tolylsulfonyl)-1-oxa-8-azaspiro[4.5]decan-3-amine